(R,E)-N-(1-(1-(4-(dimethylamino)but-2-enoyl)azepan-3-yl)-7,8-dihydro-1H-[1,4]dioxino[2',3':3,4]benzo[1,2-d]imidazol-2-yl)-2-(trifluoromethyl)isonicotinamide CN(C/C=C/C(=O)N1C[C@@H](CCCC1)N1C(=NC2=C1C1=C(C=C2)OCCO1)NC(C1=CC(=NC=C1)C(F)(F)F)=O)C